C(/C1=CC=CC=C1)=C/1\C(N\C(\C(N1)=O)=C/C=1N=CNC1C(C)(C)C)=O (3Z,6Z)-3-benzylidene-6-[(5-tert-butyl-1H-imidazol-4-yl)methylene]Piperazine-2,5-dione